(S)-1-methyl-2-((3-(1-(naphthalen-2-yl)-2-oxo-1,2-dihydro-3H-imidazo[4,5-b]pyridin-3-yl)pyrrolidin-1-yl)methyl)-1H-imidazole-5-carboxylic acid tert-butyl ester C(C)(C)(C)OC(=O)C1=CN=C(N1C)CN1C[C@H](CC1)N1C(N(C=2C1=NC=CC2)C2=CC1=CC=CC=C1C=C2)=O